C(#N)C1=CC=C(C=C1)C(CN[C@H](C(=O)NC1=NC=C(C=C1)C=1C(=NOC1C)C)C1=CC=CC=C1)C (S)-2-((2-(4-cyano-phenyl)propyl)-amino)-N-(5-(3,5-dimethylisoxazol-4-yl)pyridin-2-yl)-2-phenylacetamide